C(C)(C)(C)NC(C1=CC(=CC=C1)NC(CC1=C(C=C(C=C1)OC)O)=O)=O N-tert-butyl-3-[[2-(2-hydroxy-4-methoxy-phenyl)acetyl]amino]benzamide